prolyl-amide N1[C@@H](CCC1)C(=O)[NH-]